C1COCCN1SSC2=NC3=CC=CC=C3S2 2-morpholinodithiobenzothiazole